5-METHYL-1H-INDOLE-2-CARBALDEHYDE CC=1C=C2C=C(NC2=CC1)C=O